tert-butyl-{[2-(3-methoxyphenoxy)-phenyl-3,4,5,6-d4-carbamoyl]-methyl}-carbamic acid C(C)(C)(C)N(C(O)=O)CC(NC1=C(C(=C(C(=C1[2H])[2H])[2H])[2H])OC1=CC(=CC=C1)OC)=O